2-[4-[[(1s,2r)-2-hydroxycyclohexyl]amino]pyrido[3,4-d]pyridazin-1-yl]-5-(trifluoromethyl)phenol O[C@H]1[C@H](CCCC1)NC=1N=NC(=C2C1C=NC=C2)C2=C(C=C(C=C2)C(F)(F)F)O